4-(1,3,4-OXADIAZOL-2-YL)-N-(3-(PYRIDIN-2-YLETHYNYL)PHENYL)BENZAMIDE O1C(=NN=C1)C1=CC=C(C(=O)NC2=CC(=CC=C2)C#CC2=NC=CC=C2)C=C1